S(=O)(=O)(C1=CC=C(C)C=C1)N1C=C(C(=C1)C(=O)OC)C(=O)OC dimethyl 1-tosyl-1H-pyrrole-3,4-dicarboxylate